C(C1=CC=CC=C1)N([C@@H]1C(N([C@@H](C1)COCCS(OCC(CCO[Si](C(C)(C)C)(C1=CC=CC=C1)C1=CC=CC=C1)(C)C)(=O)=O)CC(=O)OC(C)(C)C)=O)CC1=CC=CC=C1 tert-butyl [(3S,5S)-3-(dibenzylamino)-2-oxo-5-(8,8,13,13-tetramethyl-5,5-dioxo-12,12-diphenyl-2,6,11-trioxa-5λ6-thia-12-silatetradecan-1-yl)pyrrolidin-1-yl]acetate